1-((6-cyclopropylimidazo[1,2-a]pyridin-2-yl)methyl)-N-(6-(3,4-dimethyl-1H-pyrazol-1-yl)-2-fluoro-3-methoxybenzyl)-1H-1,2,3-triazole-4-carboxamide C1(CC1)C=1C=CC=2N(C1)C=C(N2)CN2N=NC(=C2)C(=O)NCC2=C(C(=CC=C2N2N=C(C(=C2)C)C)OC)F